5-((4-(1-((1-(2-(2,6-dioxopiperidin-3-yl)-1,3-dioxoisoindolin-5-yl)pyrrolidine-3-yl)methyl)piperidin-4-yl)phenyl)amino)-3-(piperazin-1-yl)-1,2,4-triazine-6-carboxamide O=C1NC(CCC1N1C(C2=CC=C(C=C2C1=O)N1CC(CC1)CN1CCC(CC1)C1=CC=C(C=C1)NC=1N=C(N=NC1C(=O)N)N1CCNCC1)=O)=O